FC=1C=CC(=C(N)C1)C=1C=NC=2N(C1)C=C(N2)COC2=CC(=CC=C2)F 5-fluoro-2-[2-[(3-fluorophenoxy)methyl]imidazo[1,2-a]pyrimidin-6-yl]aniline